COC1=C(C=O)C=CC=C1 2-Methoxybenzaldehyd